NC([C@@H]1[C@H]([C@H]([C@@H](O1)N1C=NC=2C(N)=NC=NC12)O)O)O 5'-aminoadenosine